4-Chloro-2-(2-fluoroprop-2-yl)-6-methylpyrimidine ClC1=NC(=NC(=C1)C)C(C)(C)F